(S)-N-(5-(3-(1-((5-cyanothiazol-2-yl)amino)-1-oxopropan-2-yl)phenyl)-3-methylpyrazin-2-yl)acrylamide C(#N)C1=CN=C(S1)NC([C@@H](C)C=1C=C(C=CC1)C=1N=C(C(=NC1)NC(C=C)=O)C)=O